(±)-2-methoxy-2-(3'-aminophenyl)acetic acid CO[C@@H](C(=O)O)C1=CC(=CC=C1)N |r|